C(C1=CC=CC=C1)SC1=CC=C(C=C1)NC(=O)[C@]1([C@H](C1)C1=CC=CC=C1)NC(C1=CC=C(C=C1)F)=O N-((1S,2R)-1-(4-(benzylthio)phenylcarbamoyl)-2-phenylcyclopropyl)-4-fluorobenzamide